CC(CCC(COCC)(COCC)C(C)C)C 2-(3-methylbutyl)-2-isopropyl-1,3-diethoxypropane